OC(CCCC(=O)O)C(CC=CCC=CCC=CCCCCC)O 5,6-dihydroxyicosa-8,11,14-trienoic acid